2,5-dihydroxyadipic acid OC(C(=O)O)CCC(C(=O)O)O